3-(((7-(2-aminopyrimidin-4-yl)-2,3-dihydrofuro[3,2-c]pyridin-4-yl)amino)methyl)-N-(1-methylcyclopropyl)benzamide NC1=NC=CC(=N1)C=1C2=C(C(=NC1)NCC=1C=C(C(=O)NC3(CC3)C)C=CC1)CCO2